[Cl-].CCCC butane chloride salt